OC=1C=CC2=C(N(C(N2)=O)C2CCN(CC2)C(CC2=CC=C(C=C2)C(F)(F)F)=O)C1 6-hydroxy-1-(1-(2-(4-(trifluoromethyl)phenyl)acetyl)piperidin-4-yl)-1H-benzo[d]imidazole-2(3H)-one